FC1=CC=C(C=C1)/C=C/C(=O)C1=C(C=C(C=C1)O)OC (E)-3-(4-Fluorophenyl)-1-(4-hydroxy-2-methoxyphenyl)prop-2-en-1-one